tert-butyl N-[(3R)-7-(5-tert-butyl-1,3,4-oxadiazol-2-yl)-4-oxo-5-[[4-(trifluoromethoxy)phenyl]methyl]-2,3-dihydro-1,5-benzothiazepin-3-yl]carbamate C(C)(C)(C)C1=NN=C(O1)C=1C=CC2=C(N(C([C@H](CS2)NC(OC(C)(C)C)=O)=O)CC2=CC=C(C=C2)OC(F)(F)F)C1